bicyclo[2.2.2]oct-5-ene-2-carboxaldehyde C12C(CC(C=C1)CC2)C=O